4-((2-Oxaspiro[3.3]heptan-6-yl)sulfonyl)-8-(5-chlorobenzofuran-2-yl)-3,4-dihydro-2H-pyrido[4,3-b][1,4]thiazine C1OCC12CC(C2)S(=O)(=O)N2C1=C(SCC2)C(=CN=C1)C=1OC2=C(C1)C=C(C=C2)Cl